BrC1=CC(=C2C=C(N(C2=C1)CC1CC1)C(=O)O)F 6-bromo-1-(cyclopropylmethyl)-4-fluoro-1H-indole-2-carboxylic acid